((6-amino-5-ETHYLPYRIDIN-yl)amino)-2-oxoacetic acid NC1=C(C=CC(=N1)NC(C(=O)O)=O)CC